FC1(COC2=C1C=CC=C2[C@@H](C)N[S@](=O)C(C)(C)C)F (R)-N-((R)-1-(3,3-difluoro-2,3-dihydrobenzofuran-7-yl)ethyl)-2-methylpropane-2-sulfinamide